4-((1-isopropylpiperidin-4-yl)amino)-6-methoxy-7-(3-morpholinylpropoxy)quinazoline-2-carbonitrile C(C)(C)N1CCC(CC1)NC1=NC(=NC2=CC(=C(C=C12)OC)OCCCN1CCOCC1)C#N